tert-butyl 4-(2-(7-((3-((2,6-dimethylphenyl) amino)-1-methyl-1H-pyrazolo[3,4-d]pyrimidin-6-yl) amino)-3,4-dihydroisoquinolin-2(1H)-yl) ethyl)-4-hydroxypiperidine-1-carboxylate CC1=C(C(=CC=C1)C)NC1=NN(C2=NC(=NC=C21)NC2=CC=C1CCN(CC1=C2)CCC2(CCN(CC2)C(=O)OC(C)(C)C)O)C